COC(CNC(=O)C1=CC2=C(N=CN2)C=C1)(C)C benzoimidazole-5-carboxylic acid (2-methoxy-2-methyl-propyl)-amide